ClC1=CC=C(C=C1)C1=CC(=NC(=N1)C=1C=NC=CC1)N1CC(C(C1)CO)O (6-(4-chlorophenyl)-2-(pyridin-3-yl)pyrimidin-4-yl)-4-(hydroxymethyl)pyrrolidin-3-ol